7-phenyl-1-(3,4,5-trimethoxyphenyl)pyrrolo[1,2-a]pyrazine C1(=CC=CC=C1)C=1C=C2N(C=CN=C2C2=CC(=C(C(=C2)OC)OC)OC)C1